COC(C1=C(C=C(C=C1)OC1=NC=CC=C1)Br)=O.FC1=C(C(=O)N2CCN(CC2)C2=NC=C(C#N)C=C2)C=C(C=C1)CC1=NNC(C2=CC=C(C=C12)OC1=NC=CC=C1)=O 6-(4-(2-Fluoro-5-((4-oxo-7-(pyridin-2-yloxy)-3,4-dihydrophthalazin-1-yl)methyl)benzoyl)piperazin-1-yl)nicotinonitrile Methyl-2-bromo-4-(pyridin-2-yloxy)benzoate